C(CCCCCCCCCCCCC)SSCCO 2-(tetradecyldithio)ethanol